S(=O)(=O)(N(CC)CC)N(CC)CC sulfonyldi(diethyl-amine)